CN1N=C(N=C1)CN1C(=NC(=C1)C(F)(F)F)C1=CC=C(C=C1)C(F)(F)F 1-methyl-3-[[4-(trifluoromethyl)-2-[4-(trifluoromethyl)phenyl]imidazol-1-yl]methyl]-1,2,4-triazole